9-Hentriacontene CCCCCCCCC=CCCCCCCCCCCCCCCCCCCCCC